ClC1=CC(=C(COC2=CC=CC(=N2)C2CCN(CC2)CC2=NC3=C(N2CC2CN(CCC2)C)C=C(C=C3)C(=O)O)C=C1)F 2-[(4-{6-[(4-chloro-2-fluorobenzyl)oxy]pyridin-2-yl}piperidin-1-yl)methyl]-1-[(1-methylpiperidin-3-yl)methyl]-1H-benzimidazole-6-carboxylic acid